CC=1C=CC=C2C(C(NC12)=O)=O 7-methyl-2,3-indoledione